COCC(=O)N1CCN(CC1)C1=NC2=C(C=C(C=C2C(N1C)=O)C)C(C)NC1=C(C(=O)O)C=CC=C1 2-((1-(2-(4-(2-Methoxyacetyl)piperazin-1-yl)-3,6-dimethyl-4-oxo-3,4-dihydro-quinazolin-8-yl)ethyl)amino)benzoic acid